N(=[N+]=[N-])CC=1C(=NC=CC1Cl)F 3-(azidomethyl)-4-chloro-2-fluoropyridine